C(C1=CC=CC=C1)NC(=O)[C@H]1CN(CC1)C(=O)OC(C)(C)C tert-butyl (3R)-3-(benzylcarbamoyl)pyrrolidine-1-carboxylate